[4-[[3-[4-(difluoromethoxy)phenyl]imidazo[1,2-a]pyrazin-8-yl]amino]-2-methylphenyl]-[4-(3-fluoropiperidine-4-carbonyl)piperazin-1-yl]methanone FC(OC1=CC=C(C=C1)C1=CN=C2N1C=CN=C2NC2=CC(=C(C=C2)C(=O)N2CCN(CC2)C(=O)C2C(CNCC2)F)C)F